4-[2-(3-amino-1H-pyrazol-4-yl)-4-(trifluoromethyl)phenoxy]-5-chloro-2-fluoro-N-1,3-thiazol-4-ylbenzenesulfonamide NC1=NNC=C1C1=C(OC2=CC(=C(C=C2Cl)S(=O)(=O)NC=2N=CSC2)F)C=CC(=C1)C(F)(F)F